N-(2,2-difluoroethyl)-6-(5-(1-methyl-1H-pyrazol-4-yl)-1H-pyrrolo[2,3-b]pyridin-3-yl)imidazo[1,2-a]pyridine-3-carboxamide FC(CNC(=O)C1=CN=C2N1C=C(C=C2)C2=CNC1=NC=C(C=C12)C=1C=NN(C1)C)F